2-chloro-4-fluoro-5-((2-methyltetrahydrofuran-3-yl)ethynyl)pyridine ClC1=NC=C(C(=C1)F)C#CC1C(OCC1)C